Cl.N1=C(N=CC=C1)N1CCC(CC1)C(=O)N pyrimidin-2-yl-piperidine-4-carboxamide hydrochloride